C1(CCCC1)NC1=NC(=NC=C1C#N)NC1CCN(CC1)S(=O)(=O)C1=CC=C(C=C1)C(C)(C)O 4-(cyclopentylamino)-2-((1-((4-(2-hydroxypropane-2-yl)phenyl)sulfonyl)piperidin-4-yl)amino)pyrimidine-5-carbonitrile